spiro[3.3]heptane-1,1-dicarboxylic acid C1(CCC12CCC2)(C(=O)O)C(=O)O